N-heptyl-N'-decyl-urea C(CCCCCC)NC(=O)NCCCCCCCCCC